OC=1C=C(C=CC1O)C1C(C2(N(C1)C)C(NC1=CC=CC=C12)=O)C(C1=C(C(=C(C=C1)F)F)F)=O 4'-(3,4-dihydroxyphenyl)-1'-methyl-3'-(2,3,4-trifluorobenzoyl)spiro[indoline-3,2'-pyrrolidin]-2-one